C[C@H]1NCC2=C(C=3C=4C=CC(=NC4C=CC3S2)N2N=C(C=C2C(F)(F)F)C=C)NC1 (R)-10-methyl-3-(5-(trifluoromethyl)-3-vinyl-1H-pyrazol-1-yl)-9,10,11,12-tetrahydro-8H-[1,4]diazepino[5',6':4,5]thieno[3,2-f]quinolin